C(C)(C)(C)OC(NC1=CC=C2C=NN(C2=C1OC)CCC)=O (7-Methoxy-1-propyl-1H-indazol-6-yl)carbamic acid tert-butyl ester